ClC1=CC(=CC(=N1)NN)C(=O)[O-] 6-chloro-2-hydrazinopyridine-4-carboxylate